C12CN(CC(O1)C2)C=2C=C1C(=CN=NC1=CC2)N[C@H](C)C=2C=C(C=C(C2)C(F)F)O 3-((1R)-1-((6-(6-oxa-3-azabicyclo[3.1.1]heptan-3-yl)cinnolin-4-yl)amino)ethyl)-5-(Difluoromethyl)phenol